4-(3-amino-1H-pyrazolo[4,3-b]pyridin-5-yl)-3-chloro-N-((1R,3S)-3-hydroxycyclopentyl)benzenesulfonamide NC1=NNC=2C1=NC(=CC2)C2=C(C=C(C=C2)S(=O)(=O)N[C@H]2C[C@H](CC2)O)Cl